C(C(=C)C)(=O)OCC=C[Si](OC)(OC)OC 3-(methacryloxy)propenyl-trimethoxysilane